(4-(benzyloxy)phenyl)-4-(4-ethylpiperazin-1-yl)-7H-pyrrolo[2,3-d]pyrimidine C(C1=CC=CC=C1)OC1=CC=C(C=C1)C=1N=C(C2=C(N1)NC=C2)N2CCN(CC2)CC